(7-(3-Chloro-4-methylphenyl)-2-azaspiro[3.5]nonan-2-yl)((1s,3s)-3-hydroxy-3-methylcyclobutyl)methanone ClC=1C=C(C=CC1C)C1CCC2(CN(C2)C(=O)C2CC(C2)(C)O)CC1